8-bromo-6-methoxy-1-methyl-tetralin-1-ol BrC=1C=C(C=C2CCCC(C12)(O)C)OC